NC1=CC(=C(C(=C1)C(C)C)N(C(=O)OC(C)(C)C)C(=O)OC(C)(C)C)C bis(2-methyl-2-propanyl) (4-amino-2-methyl-6-(2-propanyl)phenyl)-2-imidodicarbonate